N-(3-((1s,3s)-3-(cyanomethyl)-1-(4-methyl-4H-1,2,4-triazol-3-yl)cyclobutyl)phenyl)-3-fluoro-7-(((1-methylcyclopropyl)amino)methyl)-1H-pyrrolo[3,2-b]pyridine-5-carboxamide C(#N)CC1CC(C1)(C1=NN=CN1C)C=1C=C(C=CC1)NC(=O)C1=CC(=C2C(=N1)C(=CN2)F)CNC2(CC2)C